BrC1=C(C(=CC=2CCOC21)C=2C(=NC(=NC2C)N)NC)C (7-bromo-6-methyl-2,3-dihydrobenzofuran-5-yl)-N4,6-dimethyl-pyrimidine-2,4-diamine